OC(CN(C1=C(C=C(C=C1Br)Br)Br)CC(C)O)C N,N-bis(2-hydroxypropyl)-2,4,6-tribromoaniline